(S)-1-((2-cyano-5-methyl-1-tosyl-1H-indol-7-yl)sulfonyl)-N-(4-(oxetan-3-yl)-3,4-dihydro-2H-benzo[b][1,4]oxazin-7-yl)azetidine-2-carboxamide C(#N)C=1N(C2=C(C=C(C=C2C1)C)S(=O)(=O)N1[C@@H](CC1)C(=O)NC=1C=CC2=C(OCCN2C2COC2)C1)S(=O)(=O)C1=CC=C(C)C=C1